4,6-bis(3,5-dimethoxy-4-hydroxyphenylmethyl)pyrogallol COC=1C=C(C=C(C1O)OC)CC1=C(C(=C(O)C(=C1)CC1=CC(=C(C(=C1)OC)O)OC)O)O